4-(4-(dimethylamino)phenyl)-2-(pent-4-enamidomethyl)thiazole CN(C1=CC=C(C=C1)C=1N=C(SC1)CNC(CCC=C)=O)C